[Fe].[Bi].[Na].[K].CN(C(\C=C\C=1C=NC=2NC(CCC2C1)=O)=O)CC=1OC2=C(C1C)C=CC=C2 (E)-N-methyl-N-((3-methylbenzofuran-2-yl)methyl)-3-(7-oxo-5,6,7,8-tetrahydro-1,8-naphthyridin-3-yl)acrylamide Potassium sodium bismuth iron